N-[(1S)-2-[[5-(5-ethyl-3-methyl-1H-pyrazol-4-yl)-6-fluoro-2-pyridyl]amino]-1-(4-methylcyclohexyl)-2-oxo-ethyl]-2-(2-methylsulfinylethyl)pyrazole-3-carboxamide C(C)C1=C(C(=NN1)C)C=1C=CC(=NC1F)NC([C@H](C1CCC(CC1)C)NC(=O)C=1N(N=CC1)CCS(=O)C)=O